(+)-2-(2-Methyl-5,6,7,8-tetrahydronaphthalen-1-yl)phenyl 4-methoxybenzoate COC1=CC=C(C(=O)OC2=C(C=CC=C2)C2=C(C=CC=3CCCCC23)C)C=C1